2,5-dichloro-4-(methoxycarbonyl)thiophene-3-carboxylic acid ClC=1SC(=C(C1C(=O)O)C(=O)OC)Cl